Methyl 2-bromo-1H-benzo[d]imidazole-5-carboxylate Methyl-2-thioxo-2,3-dihydro-1H-benzo[d]imidazole-5-carboxylate COC(=O)C1=CC2=C(NC(N2)=S)C=C1.BrC1=NC2=C(N1)C=CC(=C2)C(=O)OC